N'-(3-(benzyloxy)cyclobutenyl)-4-methylbenzenesulfonyl-hydrazine C(C1=CC=CC=C1)OC1C=C(C1)NNS(=O)(=O)C1=CC=C(C=C1)C